COC1=C(C=CC=C1)/C=C/CC (E)-4-(2-methoxyphenyl)but-3-ene